2-(4-(methylcarbamoyl)phenyl)-N-(piperidin-4-yl)benzo[d]imidazo[2,1-b]thiazole CNC(=O)C1=CC=C(C=C1)C=1N(C2SC3=C(N2C1)C=CC=C3)C3CCNCC3